tert-butyl (2,2-dimethoxyethyl)(methyl)carbamate COC(CN(C(OC(C)(C)C)=O)C)OC